O=C1C[C@](OC2=CC=CC=C12)(C(=O)OC)CCC1=CC=CC=C1 methyl (S)-4-oxo-2-phenethylchromane-2-carboxylate